CC1=CNC2=NC=C(C=C21)C=2C=C1CCN(CC1=C(C2)[C@H]2N(CCC2)C(=O)[O-])C2=CC(=NC=C2)COC (S)-2-(6-(3-methyl-1H-pyrrolo[2,3-b]pyridin-5-yl)-2-(2-(methoxymethyl)pyridine-4-yl)-1,2,3,4-tetrahydroisoquinolin-8-yl)pyrrolidine-1-carboxylate